[N+](=O)([O-])C=1C=CC2=C(C(=N[C@H](C=3N2C(=NN3)SCCCN(C)C)CCC(=O)OC)C3=CC=CC=C3)C1 methyl (S)-3-(8-nitro-1-((3-(dimethylamino)propyl)thio)-6-phenyl-4H-benzo[f][1,2,4]triazolo[4,3-a][1,4]diazepin-4-yl)propionate